C(=O)(O)CN(C(CN1CCN(CCN(CCN(CC1)CC(=O)O)CCN(CC(=O)O)CC(=O)O)CC(=O)O)CCCC1=CC=C(C=C1)N=C=S)CC(=O)O 2,2'-(4-(2-(bis(carboxymethyl)amino)-5-(4-isothiocyanatophenyl)pentyl)-10-(2-(bis(carboxymethyl)amino)ethyl)-1,4,7,10-tetraazacyclododecane-1,7-diyl)diacetic acid